SC(CSOSCC(CS)S)CS (2,3-dimercaptopropylthio) ether